BrC1=CC=C(C=C1)C1CC(C(NC1(C)C)=O)C1=CC=C(C=C1)OC 5-(4-bromophenyl)-3-(4-methoxyphenyl)-6,6-dimethylpiperidin-2-one